8-chloro-1-[trans-4-(morpholin-4-yl)cyclohexyl]-5,6-dihydro-4H-[1,2,4]triazolo[4,3-a][1]benzazepin-5-amine ClC=1C=CC2=C(CC(CC=3N2C(=NN3)[C@@H]3CC[C@H](CC3)N3CCOCC3)N)C1